7,3',4',5'-Tetrahydroxyflavone OC1=CC=C2C(C=C(OC2=C1)C1=CC(=C(C(=C1)O)O)O)=O